rel-(3R,4S)-3-fluorotetrahydro-2H-pyran-4-amine F[C@H]1COCC[C@@H]1N |o1:1,6|